CC1=NNC(=C1NC(C1=C(C=CC=C1)O[C@H](C(F)(F)F)C)=O)C(F)(F)F N-(3-methyl-5-(trifluoromethyl)-1H-pyrazol-4-yl)-2-(((S)-1,1,1-trifluoropropan-2-yl)oxy)benzamide